C(C)(C)(C)OC(=O)N1[C@H](COCC1)C#C (S)-3-ethynylmorpholine-4-carboxylic acid tert-butyl ester